(Z)-10-Dodecenyl acetate C(C)(=O)OCCCCCCCCC\C=C/C